2-((1-(3-fluoro-5-isobutyl-2-(2H-tetrazol-5-yl)phenyl)piperidin-4-yl)-methyl)pyridine FC=1C(=C(C=C(C1)CC(C)C)N1CCC(CC1)CC1=NC=CC=C1)C=1N=NNN1